(±)-3-(2,3-dihydrobenzofuran-5-yl)-3-(3-(3-(5,6,7,8-tetrahydro-1,8-naphthyridin-2-yl)propyl)-1H-pyrazol-1-yl)propionic acid O1CCC2=C1C=CC(=C2)[C@@H](CC(=O)O)N2N=C(C=C2)CCCC2=NC=1NCCCC1C=C2 |r|